(5-bromo-4-[(2,4-difluorobenzyl)oxy]-1-{2-methyl-5-[(methylamino)carbonyl]phenyl}-6-oxo-1,6-dihydropyridin-2-yl)acetic acid methyl ester COC(CC=1N(C(C(=C(C1)OCC1=C(C=C(C=C1)F)F)Br)=O)C1=C(C=CC(=C1)C(=O)NC)C)=O